Oxatriazol O1N=NN=C1